3-(2-glycidylphenyl)propyltrimethoxysilane C(C1CO1)C1=C(C=CC=C1)CCC[Si](OC)(OC)OC